2-(3-((4-((2-isopropyl-4-phenylthiazol-5-yl)oxy)pyridin-2-yl)amino)phenyl)propan-2-ol C(C)(C)C=1SC(=C(N1)C1=CC=CC=C1)OC1=CC(=NC=C1)NC=1C=C(C=CC1)C(C)(C)O